C1(CC1)C=1C(NC2=CC(=CC(=C2N1)OC(F)F)CO)=O 3-cyclopropyl-5-(difluoromethoxy)-7-(hydroxymethyl)quinoxalin-2(1H)-one